COC(=O)C1=NC=CC=2C3=CC=CC=C3NC12 1-methoxycarbonyl-β-carboline